Monosodium cyclohexylamine dipropionate C(CC)(=O)[O-].C(CC)(=O)O.C1(CCCCC1)N.[Na+]